NC1=C(SC2=NC(=CC=C21)C)C(=O)N[C@H]2COC1=C(C2)C=CC(=C1)N1CC2(CNC2)CC1 3-amino-N-[(3R)-7-{2,6-diazaspiro[3.4]octan-6-yl}-3,4-dihydro-2H-1-benzopyran-3-yl]-6-methylthieno[2,3-b]pyridine-2-carboxamide